sulfo-dichlorophenol S(=O)(=O)(O)C1=C(C(=C(C=C1)O)Cl)Cl